BrC1=CC=C2C(N(C(NC2=C1)=O)C1=C(C(=NC=C1)N)Cl)=O 7-bromo-3-(2-amino-3-chloropyridine-4-yl)quinazoline-2,4(1H,3H)-dione